2-((Tert-Butyldimethylsilanyloxy)ethoxy)-4-(6-fluoropyridin-3-yl)pyrazolo[1,5-a]pyridine-3-carbonitrile [Si](C)(C)(C(C)(C)C)OCCOC1=NN2C(C(=CC=C2)C=2C=NC(=CC2)F)=C1C#N